CC(C(=O)C1=CC=NC=C1)(C=C)C 2,2-dimethyl-1-(pyridine-4-yl)but-3-en-1-one